C1(=CC=C(C=C1)C1=NC(=NC(=N1)C1=CC=C(C=C1)B1OC(C(O1)(C)C)(C)C)C1=CC=C(C#N)C=C1)C1=CC=CC=C1 4-{4-[(1,1'-biphenyl)-4-yl]-6-[4-(4,4,5,5-tetramethyl-1,3,2-dioxaborolan-2-yl)phenyl]-1,3,5-triazin-2-yl}benzonitrile